1-(2,2,3,3,3-pentafluoropropyl)pseudouridine Tert-butyl-3-(2-((tert-butoxycarbonyl)amino)-3-((2-hydroxyethyl)amino)-3-oxopropyl)-1H-indole-1-carboxylate C(C)(C)(C)C=1N(C2=CC=CC=C2C1CC(C(=O)NCCO)NC(=O)OC(C)(C)C)C(=O)OC[C@@H]1[C@H]([C@H]([C@@H](O1)C1=CN(C(=O)NC1=O)CC(C(F)(F)F)(F)F)O)O